NCC1=C(CS(=O)(=O)N[C@H](C)C(=O)OC)C=CC=C1 Methyl ((2-(aminomethyl)benzyl)sulfonyl)-D-alaninate